1-(pyridin-3-yl)-1,2,3,4-tetrahydroquinoxaline N1=CC(=CC=C1)N1CCNC2=CC=CC=C12